O1[C@@H](CC1)CN1C(=NC2=C1C=C(C=C2)C(=O)[O-])C2CC21CCNCC1 1-((S)-oxetan-2-ylmethyl)-2-(6-azaspiro[2.5]octan-1-yl)-1H-benzo[d]imidazole-6-carboxylate